C(CC)OC1=CC=C(C=C1)NC(=O)N 4-propoxyphenylurea